CN(C(N(C)C)=O)C1=CC=CC=C1 trimethyl-N'-phenylurea